cyclopentyloxypentafluorobenzene C1(CCCC1)OC1=C(C(=C(C(=C1F)F)F)F)F